The molecule is a member of the class of triazoles that is 4,5-dihydro-1H-1,2,4-triazol-5-one which is substituted at position 1 by a tert-butylaminocarbonyl group and at position 3 by an isopropyl group. A selective herbicide for pre- and post-emergence control of annual dicotyledonous weeds and grasses, it is not approved for use within the European Union. It has a role as a herbicide. It is a member of triazoles and a carbohydrazide. CC(C)C1=NN(C(=O)N1N)C(=O)NC(C)(C)C